{1,2-dihydrospiro[indol-3,3'-pyrrolidin]-1'-yl}-2,2-dimethylpropan-1-one N1(CC2(CC1)CNC1=CC=CC=C12)C(C(C)(C)C)=O